C(C1=CC=CC=C1)C1(CC2(CN(C2)C(=O)OC(C)(C)C)C1)O tert-Butyl 6-benzyl-6-hydroxy-2-azaspiro[3.3]heptane-2-carboxylate